[2-[1-(cyclopropylmethyl)-6-(1,1-dioxothiazinan-2-yl)pyrrolo[2,3-b]pyridin-2-yl]-5-methoxy-3-methylimidazo[1,2-a]pyridin-7-yl]methanone C1(CC1)CN1C(=CC=2C1=NC(=CC2)N2S(CCCC2)(=O)=O)C=2N=C1N(C(=CC(=C1)C=O)OC)C2C